2-(2-Hydroxyeth-1-oxy)ethyl-1-yl-ammonium OCCOCC=[NH2+]